FC(OC1CN(C1)C1=CC(N(N=C1)CC=1N(N=NC1C1=NC=C(C=N1)C(F)(F)F)C)=O)F 5-[3-(difluoromethoxy)azetidin-1-yl]-2-[[3-methyl-5-[5-(trifluoromethyl)pyrimidin-2-yl]triazol-4-yl]methyl]pyridazin-3-one